2-(5-{[(1R,2R,3S,5S)-2-fluoro-8-azabicyclo[3.2.1]octan-3-yl](2-hydroxyethyl)amino}pyrazin-2-yl)-5-(1H-pyrazol-4-yl)phenol F[C@@H]1[C@H]2CC[C@@H](C[C@@H]1N(C=1N=CC(=NC1)C1=C(C=C(C=C1)C=1C=NNC1)O)CCO)N2